2-(5-methyl-1,3,4-oxadiazol-2-yl)[1,2,4]triazolo[1,5-c]quinazolin CC1=NN=C(O1)C1=NN2C=NC=3C=CC=CC3C2=N1